4-{[3-methoxy-4-(1-methyl-1H-1,2,4-triazol-3-yl)pyridin-2-yl]amino}-N-(2H3)methyl-6-{[2-oxo-3-(trifluoromethyl)-2H-[1,3'-bipyridine]-6-yl]amino}pyridazine-3-carboxamide COC=1C(=NC=CC1C1=NN(C=N1)C)NC1=C(N=NC(=C1)NC1=CC=C(C(N1C=1C=NC=CC1)=O)C(F)(F)F)C(=O)NC([2H])([2H])[2H]